BrC1=C(C(=CC=2NC=NC21)[N+](=O)[O-])C(=O)C2=C(C=CC(=C2)F)Cl (4-bromo-6-nitro-1H-benzo[d]imidazol-5-yl)(2-chloro-5-fluorophenyl)methanone